(E)-N-(4-(1-(4-(4-(3-((2-(2,6-dioxopiperidin-3-yl)-1,3-dioxoisoindolin-4-yl)thio)propyl)piperazin-1-yl)benzoyl)piperidin-4-yl)butyl)-3-(pyridin-3-yl)acrylamide O=C1NC(CCC1N1C(C2=CC=CC(=C2C1=O)SCCCN1CCN(CC1)C1=CC=C(C(=O)N2CCC(CC2)CCCCNC(\C=C\C=2C=NC=CC2)=O)C=C1)=O)=O